tert-butyl 4-[2,6-dimethyl-4-[4-(4-oxospiro[5,6-dihydro-1H-pyrrolo[3,2-c]pyridine-7,1'-cyclopropane]-2-yl)-2-pyridyl]phenyl]piperazine-1-carboxylate CC1=C(C(=CC(=C1)C1=NC=CC(=C1)C1=CC=2C(NCC3(CC3)C2N1)=O)C)N1CCN(CC1)C(=O)OC(C)(C)C